The molecule is a member of the class of furans that is furan-3(2H)-one which is substituted at positions 2, 4, and 5 by phenyl, m-(trifluoromethyl)phenyl, and methylamino groups, respectively. It is a member of furans, a cyclic ketone, a secondary amino compound and a member of (trifluoromethyl)benzenes. CNC1=C(C(=O)C(O1)C2=CC=CC=C2)C3=CC(=CC=C3)C(F)(F)F